1-(benzenesulfonyl)-6-(2-bromo-4-methyl-imidazo[1,2-b][1,2,4]triazol-5-yl)indole C1(=CC=CC=C1)S(=O)(=O)N1C=CC2=CC=C(C=C12)C=1N(C=2N(N=C(N2)Br)C1)C